phenyl{[phenyl-(biphenylyl)triazinyl]phenyl}dibenzofuran tert-butyl-2-((3-(4-neopentylbenzyl)-1,2,4-oxadiazol-5-yl)methyl)acrylate C(C)(C)(C)OC(C(=C)CC1=NC(=NO1)CC1=CC=C(C=C1)CC(C)(C)C)=O.C1(=CC=CC=C1)C1=C(C2=C(OC3=C2C=CC=C3)C=C1)C1=C(C=CC=C1)C1=NN=NC(=C1C1=C(C=CC=C1)C1=CC=CC=C1)C1=CC=CC=C1